C(#N)C1=C(C=C(C=C1)C(C(C(=O)N)(C)O)S(=O)(=O)C1=CC=C(C=C1)F)C(F)(F)F [4-cyano-3-(trifluoromethyl)phenyl]-3-(4-fluorophenyl)sulfonyl-2-hydroxy-2-methylpropanamide